Ethyl (1S,2R,3S,4R,5S)-4-(6-((3-chlorobenzyl)amino)-2-iodo-9H-purin-9-yl)-2,3-dihydroxybicyclo[3.1.0]hexane-1-carboxylate ClC=1C=C(CNC2=C3N=CN(C3=NC(=N2)I)[C@H]2[C@@H]([C@@H]([C@@]3(C[C@H]23)C(=O)OCC)O)O)C=CC1